SC=1NN=C2C1CN(CC2)C(=O)OC(C)(C)C tert-butyl 3-mercapto-6,7-dihydro-2H-pyrazolo[4,3-c]pyridine-5(4H)-carboxylate